C(C)SC1=NC(=C2C(=N1)N(N=C2)C)NCC2=CC=C(C=C2)S(=O)(=O)N 4-((6-(Ethylsulfanyl)-1-methyl-1H-pyrazolo[3,4-d]pyrimidin-4-yl)aminomethyl)-benzenesulfonamide